C[C@]12CC(C[C@](CC1)(N2)C)N(C2=CC=C(N=N2)C2=C(C=C(C=C2)C2=CC(=NC=C2)OC)O)C 2-(6-(((1R,3s,5S)-1,5-dimethyl-8-azabicyclo[3.2.1]octan-3-yl)(methyl)amino)pyridazin-3-yl)-5-(2-methoxypyridin-4-yl)phenol